C(C)(=O)N1CCN(CC1)C1=CC2=C(C=N1)C=C(S2)C2=C(NC1=NC=C3C(=C12)N(C(N3C)=O)C(C)C)C=3C=NN(C3)CC(C)(C)O 8-(6-(4-acetylpiperazin-1-yl)thieno[3,2-c]pyridin-2-yl)-7-(1-(2-hydroxy-2-methylpropyl)-1H-pyrazol-4-yl)-1-isopropyl-3-methyl-3,6-dihydroimidazo[4,5-d]pyrrolo[2,3-b]pyridin-2(1H)-one